C(CCC)C=1C=C(C(=C(OC2[C@@H]([C@H]([C@@H]([C@H](O2)O)O)O)CO)C1)[C@@H]1C=C(CC[C@H]1C(=C)C)C)O (2S,3S,4R,5R)-6-{5-butyl-3-hydroxy-2-[(1R,6R)-3-methyl-6-(prop-1-en-2-yl)cyclohex-2-en-1-yl]phenoxy}-5-(hydroxymethyl)oxane-2,3,4-triol